C(C=C)(=O)N1C[C@@H](O[C@H](C1)C(F)F)C1=CC(=NC(=C1)Cl)C1=CC(=NC=C1)C(=O)NC 4-((2s,6R)-4-acryloyl-6-(difluoromethyl)morpholin-2-yl)-6-chloro-N-methyl-[2,4'-bipyridine]-2'-carboxamide